C1(CC1)N1CCN(CC1)C=1C=C2C(=CN(C(C2=CC1)=O)CCN(C)C)N(C=1SC(=C(N1)C1=CC=C(C=C1)F)C#N)C 2-((6-(4-cyclopropylpiperazin-1-yl)-2-(2-(dimethylamino)ethyl)-1-oxo-1,2-dihydroisoquinolin-4-yl)(methyl)amino)-4-(4-fluorophenyl)thiazole-5-carbonitrile